NC1=NC=2C=NC(=CC2C2=C1C=NN2C)C(=O)N([C@@H]2CCC1=NC(=CC=C12)C(F)(F)F)C 4-amino-N,1-dimethyl-N-((5R)-2-(trifluoromethyl)-6,7-dihydro-5H-cyclopenta[b]pyridin-5-yl)-1H-pyrazolo-[4,3-c][1,7]naphthyridine-8-carboxamide